[Cl-].OC=1C=C(CC[NH3+])C=CC1O 3,4-dihydroxyphenethylammonium chloride